(4S)-1-(1-(2-(Amino(4,4-difluorocyclohexyl)-methyl)-4-fluorobenzo[d]oxazol-5-yl)-2-methoxyethyl)-4-(trifluoromethyl)-imidazolidin-2-one NC(C=1OC2=C(N1)C(=C(C=C2)C(COC)N2C(N[C@@H](C2)C(F)(F)F)=O)F)C2CCC(CC2)(F)F